Morpholine Carbamate Hydrochloride Cl.C(N)(O)=O.N1CCOCC1